((S)-4-(2-(((S)-1-methylpyrrolidin-2-yl)methoxy)-7-(5,6,7,8-tetrahydronaphthalen-1-yl)pyrido[2,3-d]Pyrimidin-4-yl)piperazin-2-yl)acetonitrile CN1[C@@H](CCC1)COC=1N=C(C2=C(N1)N=C(C=C2)C2=CC=CC=1CCCCC21)N2C[C@@H](NCC2)CC#N